C(C1=CC=CC=C1)O[C@H]1[C@H](C(O[C@@H]1COCC1=CC=CC=C1)=O)Cl (3R,4R,5R)-4-(Benzyloxy)-5-((benzyloxy)methyl)-3-chlorodihydrofuran-2(3H)-one